tert-butyl benzyl(5-oxo-5,6-dihydro-2H-thiopyran-3-yl)carbamate C(C1=CC=CC=C1)N(C(OC(C)(C)C)=O)C=1CSCC(C1)=O